2-(4-Benzoylpiperazin-1-yl)-7-methyl-8-nitro-6-(trifluoromethyl)-4H-benzo[e][1,3]thiazin-4-one C(C1=CC=CC=C1)(=O)N1CCN(CC1)C=1SC2=C(C(N1)=O)C=C(C(=C2[N+](=O)[O-])C)C(F)(F)F